(1S,2R)-1-(2-methoxy-5-methylphenyl)-2-[2-methoxy-6-(propan-2-yl)pyridin-3-yl]-N-(2-methylquinoline-5-sulfonyl)cyclopropane-1-carboxamide COC1=C(C=C(C=C1)C)[C@]1([C@H](C1)C=1C(=NC(=CC1)C(C)C)OC)C(=O)NS(=O)(=O)C=1C=2C=CC(=NC2C=CC1)C